(R)-3-(((7-(2-aminopyrimidin-4-yl)-2,3-dihydrofuro[3,2-c]pyridin-4-yl)amino)methyl)-N-(5-((1-methylazetidin-2-yl)methoxy)pyridin-2-yl)benzamide NC1=NC=CC(=N1)C=1C2=C(C(=NC1)NCC=1C=C(C(=O)NC3=NC=C(C=C3)OC[C@@H]3N(CC3)C)C=CC1)CCO2